OC(=O)[C@@H](C)C1=CC=C(CC(C)C)C=C1 (S)-ibuprofen